FC12CC(C1)(C2)C=CCCCCCCCCCCCCCCCCCCC(=O)O 21-(3-fluorobicyclo[1.1.1]pentan-1-yl)henicos-20-enoic acid